COC=1C=C(C=CC1C)NC(=O)C1CCC(CC1)N1C(NC2=CC(=CC(=C2C1)C)C1COC1)=O (1s,4s)-N-(3-Methoxy-4-methylphenyl)-4-(5-methyl-7-(oxetan-3-yl)-2-oxo-1,2-dihydroquinazolin-3(4H)-yl)cyclohexanecarboxamide